BrC=1C=C(C#N)C=C(C1)CCN1CC(C(C1)C)COC1=CC=C(C=C1)S(=O)(=O)C 3-bromo-5-(2-{3-[(4-methanesulfonylphenoxy)methyl]-4-methylpyrrolidin-1-yl}ethyl)benzonitrile